2-(2-aminopropyl)morpholine NC(CC1CNCCO1)C